FC=1C=CC=C2C3(CNC12)CCCC3 7'-fluorospiro[cyclopentane-1,3'-indoline]